C(CCCCCCCCC\C=C/CCCCCCCC)(=O)OC methyl (Z)-eicosa-11-enoate